3-bromo-o-aminobenzaldehyde BrC=1C(=C(C=O)C=CC1)N